3-methyl-2-(2,2,2-trifluoroacetylamino)butanamide CC(C(C(=O)N)NC(C(F)(F)F)=O)C